tert-butyl (3R)-3-[7-bromo-2-chloro-8-fluoro-6-(trifluoromethyl)quinazolin-4-yl]oxypyrrolidine-1-carboxylate BrC1=C(C=C2C(=NC(=NC2=C1F)Cl)O[C@H]1CN(CC1)C(=O)OC(C)(C)C)C(F)(F)F